NC=1C(=NC(=CN1)C1=C(C=C(C=C1)N1C[C@@H](OCC1)C(C)C)F)C=1C=C2CCNC(C2=CC1)=O (S)-6-(3-amino-6-(2-fluoro-4-(2-isopropylmorpholino)phenyl)pyrazin-2-yl)-3,4-dihydroisoquinolin-1(2H)-one